Tert-butyl(4-iodobutyl)(methyl)carbamate C(C)(C)(C)OC(N(C)CCCCI)=O